1-cyclobutyl-1H-pyrazole-3-sulfonamide C1(CCC1)N1N=C(C=C1)S(=O)(=O)N